FC(CCOC1=NC=CC(=C1)CNC(OCCCC)=O)(F)F Butyl ((2-(3,3,3-trifluoropropoxy)pyridin-4-yl)methyl)carbamate